3-hydroxy-L-aspartate OC([C@H](N)C(=O)[O-])C(=O)[O-]